ClC1=CC=C(N=N1)NC1CC2C(CN(C2)C(=O)[O-])C1 5-((6-chloropyridazin-3-yl)amino)hexahydrocyclopenta[c]pyrrole-2(1H)-carboxylate